N-((2,4-dimethylfuran-3-yl)methyl)-6'-fluoro-4'-oxo-3',4'-dihydro-1'H-spiro[piperidine-4,2'-quinoline]-1-carboxamide CC=1OC=C(C1CNC(=O)N1CCC2(NC3=CC=C(C=C3C(C2)=O)F)CC1)C